5-((1S,2R)-1-(6-chloro-4-(2-methoxyethyl)-1,1-dioxido-3,4-dihydro-2H-pyrido[2,3-e][1,2,4]thiadiazin-2-yl)-2-(6-fluoro-2,3-dimethylphenyl)propyl)-1,3,4-oxadiazol-2(3H)-one ClC=1C=CC2=C(N(CN(S2(=O)=O)[C@@H]([C@H](C)C2=C(C(=CC=C2F)C)C)C2=NNC(O2)=O)CCOC)N1